methyl (S)-2-amino-3-(4-(1-methyl-2,4-dioxo-1,2,5,7-tetrahydrofuro[3,4-d]pyrimidin-3(4H)-yl)phenyl)propanoate N[C@H](C(=O)OC)CC1=CC=C(C=C1)N1C(N(C2=C(C1=O)COC2)C)=O